[C@H]12N[C@@H](C[C@@H]2C1)C#N (1S,3S,5S)-2-azabicyclo[3.1.0]hexane-3-carbonitrile